FC1=C(C(=C2C=CN(C2=C1F)S(=O)(=O)C1=CC=C(C=C1)C)SC)OC1=CC(=C(C=C1)F)I 6,7-difluoro-5-(4-fluoro-3-iodo-phenoxy)-4-methylsulfanyl-1-(p-tolylsulfonyl)indole